aza-iso-leucine NN([C@@H](C)CC)C(=O)O